tert-butyl ((1r,4r)-4-((5-bromo-3-(((4,6-dimethyl-2-oxo-1,2-dihydropyridin-3-yl)methyl)carbamoyl)-2-methylphenyl)(ethyl)amino)cyclohexyl)carbamate BrC=1C=C(C(=C(C1)N(C1CCC(CC1)NC(OC(C)(C)C)=O)CC)C)C(NCC=1C(NC(=CC1C)C)=O)=O